C(=O)OCCCCCCCCCCOC=O 1,10-decanediol diformate